C12=CC(=CC=C2CC1)[C@H]([C@H]1O[C@H]([C@@H]([C@@H]1O)O)N1C=CC2=C1N=CN=C2CCCC)O (2R,3S,4R,5R)-2-((R)-bicyclo[4.2.0]octa-1,3,5-trien-3-yl(hydroxy)methyl)-5-(4-butyl-7H-pyrrolo[2,3-d]pyrimidin-7-yl)tetrahydrofuran-3,4-diol